Cl.Cl.N[C@H](C(=O)OCC(F)(F)F)CC1=CC=C(C=C1)C1=NC=CC=C1 2,2,2-Trifluoroethyl (S)-2-amino-3-(4-(pyridin-2-yl)phenyl)propanoate dihydrochloride